C(C)CC(CC(=O)[O-])=O.[O-]CCC.[O-]CCC.[O-]CCC.[Zr+4] zirconium tri-n-propoxide mono(ethylacetoacetate)